COC1=C(CN2CCC(CC2)C=2C=C3CN(C(C3=CC2)=O)C2C(NC(CC2)=O)=O)C=CC=C1 3-(5-(1-(2-methoxybenzyl)piperidin-4-yl)-1-oxoisoindolin-2-yl)piperidine-2,6-dione